COC=1C=C2C(=CC=NC2=CC1)OCC(=O)O 2-((6-methoxyquinoline-4-yl)oxy)acetic acid